(S)-2-amino-N-(4-(3-(hydroxymethyl)pyridin-4-yl)-3-methoxyphenyl)-3,3-diPhenyl-propionamide dihydrochloride Cl.Cl.N[C@H](C(=O)NC1=CC(=C(C=C1)C1=C(C=NC=C1)CO)OC)C(C1=CC=CC=C1)C1=CC=CC=C1